14,14-dimethyl-11-oxo-3,6,9-trioxa-12-azapentadecane-1-oic acid CC(CNC(COCCOCCOCC(=O)O)=O)(C)C